C(CC(C)C)N(C(=O)OCC=1C(=NOC1C1=CC=C(OC2CCOCC2)C=C1)C)C (2S,4R)-4-(4-(4-(((Isopentyl(methyl)carbamoyl)oxy)methyl)-3-methylisoxazol-5-yl)phenoxy)tetrahydro-2H-pyran